(R)-2-((1S,3R)-4,4-difluoro-3-(6-oxo-1,6-dihydro-pyridin-3-yl)-cyclohexyl)-N-(5-fluoro-pyridin-2-yl)-propanamide FC1([C@H](C[C@H](CC1)[C@H](C(=O)NC1=NC=C(C=C1)F)C)C1=CNC(C=C1)=O)F